[C@H]12CN(C[C@H](CC1)N2)C=2C1=C(N=C(N2)OCC23CCC(CC2)(CC3)I)C(=C(N=C1)C1=CC(=CC3=CC=C(C(=C13)C#C)F)O)F 4-(4-((1r,5s)-3,8-diazabicyclo[3.2.1]oct-3-yl)-2-((4-iodobicyclo[2.2.2]oct-1-yl)methoxy)-8-fluoropyrido[4,3-d]pyrimidin-7-yl)-5-ethynyl-6-fluoronaphthalen-2-ol